(S)-3,3-dimethylazetidine-2-carboxylic acid CC1([C@H](NC1)C(=O)O)C